N-methyl-9,10-ethanoanthracen-9(10H)-propylamine CNCCCC12C3=CC=CC=C3C(C=3C=CC=CC13)CC2